COCCNCC=1C=C2C(C=COC2=C(C1)C)=O 6-[(2-methoxyethylamino)methyl]-8-methyl-chromen-4-one